N1N=CC=2C1=NC=NC2NC(C(=O)O)CCN(CCCCC2=NC=1NCCCC1C=C2)CCOC2=CC=CC=C2 2-((1H-pyrazolo[3,4-d]pyrimidin-4-yl)amino)-4-((2-phenoxyethyl)(4-(5,6,7,8-tetrahydro-1,8-naphthyridin-2-yl)butyl)amino)butanoic acid